COC=1C=C2C(=CC=NC2=CC1OC)OC1=C(C=C(C=C1)NC(=O)C1=NC=2N(C(=C1)C1=CC=CC=C1)N=CC2)F N-[4-(6,7-dimethoxyquinolin-4-yloxy)-3-fluorophenyl]-7-phenylpyrazolo[1,5-a]pyrimidine-5-carboxamide